(R)-1-(tert-butoxycarbonyl)-4-(1-phenylcyclopropyl)-2,5-dihydro-1H-pyrrole-2-carboxylic acid C(C)(C)(C)OC(=O)N1[C@H](C=C(C1)C1(CC1)C1=CC=CC=C1)C(=O)O